(E)-3-(2-methoxyvinyl)-4-nitro-1-(tetrahydro-2H-pyran-2-yl)-1H-pyrazole CO/C=C/C1=NN(C=C1[N+](=O)[O-])C1OCCCC1